3-tert-butyl-4-hydroxybenzonitrile C(C)(C)(C)C=1C=C(C#N)C=CC1O